FC(OC=1C=C2C(=CNC2=CC1)C(C)=O)(F)F 1-(5-(trifluoromethoxy)-1H-indol-3-yl)ethanone